COC(C1=CC(=CC(=C1)C#CC)OC)=O 3-methoxy-5-(prop-1-yn-1-yl)benzoic acid methyl ester